2-(4,4,5,5-tetramethyl-1,3,2-dioxaborolan-2-yl)-5,6,7,8-tetrahydro-4H-thieno[3,2-c]azepin-4-one CC1(OB(OC1(C)C)C1=CC=2C(NCCCC2S1)=O)C